1-methylbenzotriazol-5-ol CN1N=NC2=C1C=CC(=C2)O